(5S)-5-((((6-(2-chloro-3-(3-chloro-2-(5-(((R)-2-hydroxypropyl)amino)-5,6,7,8-tetrahydronaphthalen-2-yl)pyridin-4-yl)phenyl)-2-methoxypyridin-3-yl)methyl)amino)methyl)pyrrolidin-2-one ClC1=C(C=CC=C1C1=C(C(=NC=C1)C1=CC=2CCCC(C2C=C1)NC[C@@H](C)O)Cl)C1=CC=C(C(=N1)OC)CNC[C@@H]1CCC(N1)=O